ClC1=C(OC2=CC=C(C=N2)C2CN(C2)C(=O)N2C[C@H](CC2)C2=NN=CN2)C=CC=C1 [3-[6-(2-Chlorophenoxy)-3-pyridyl]azetidin-1-yl]-[(3S)-3-(4H-1,2,4-triazol-3-yl)pyrrolidin-1-yl]methanone